NC1=NC=2C=CC=CC2C2=C1N=C(N2CCCCNC(C2=CC=CC=C2)=O)CC N-(4-(4-amino-2-ethyl-1H-imidazo[4,5-c]quinolin-1-yl)butyl)benzamide